C(#N)C1=CC=NC2=CC=C(C=C12)CC(=O)O (4-Cyanoquinolin-6-yl)acetic acid